OCCC1OCC2(CO1)COC(OC2)CCO 3,9-bis(2-hydroxyethyl)-2,4,8,10-tetraoxaspiro[5.5]undecane